CC1(CCC(O1)C1(CCC(O1)C(C)(C)O)C)C=C 2-[5-(tetrahydro-5-methyl-5-vinyl-2-furyl)-tetrahydro-5-methyl-2-furyl]-2-propanol